(3-cyano-4-(difluoromethoxy)phenyl)-4-methylthiazole-5-carboxamide C(#N)C=1C=C(C=CC1OC(F)F)C=1SC(=C(N1)C)C(=O)N